COC1=C(C=C2C(=NC(=NC2=C1)C)N[C@H](C)C=1SC=C(C1)C1=C(C=CC=C1)CNC)C1CCC(CC1)C(=O)[O-] (1R,4R)-4-(7-Methoxy-2-methyl-4-(((R)-1-(4-(2-((methylamino)methyl)benzeneyl)thiophen-2-yl)ethyl)amino)quinazolin-6-yl)cyclohexane-1-carboxylate